dibenzene diisocyanate [N-]=C=O.[N-]=C=O.C1=CC=CC=C1.C1=CC=CC=C1